C(#N)C1CN(C1)C(=O)OC1CCC(CC1)C(N(CC12CCC(CC1)(CC2)C2=CC(=C(C=C2)OC)C)C2=NC=CC(=C2)C=2C=NN(C2)C(C)C)=O 4-((4-(1-Isopropyl-1H-pyrazol-4-yl)pyridin-2-yl) ((4-(4-methoxy-3-methylphenyl)bicyclo[2.2.2]octan-1-yl)methyl) carbamoyl)cyclohexyl trans-3-cyanoazetidine-1-carboxylate